cyclopentadienyl-(1,4-dimethylindenyl)zirconium dichloride [Cl-].[Cl-].C1(C=CC=C1)[Zr+2]C=1C(C2=CC=CC(=C2C1)C)C